N-(1-(4-chlorophenyl)-2,2,2-trifluoroethyl)imidazo[1,2-a]pyridine-3-sulfonamide ClC1=CC=C(C=C1)C(C(F)(F)F)NS(=O)(=O)C1=CN=C2N1C=CC=C2